FC=1C=C(C=C(C1)F)C(C)OC=1C=C2C(=NNC2=CC1)C1=NC2=C(N1)CN(C2)C(=O)OC2CN(C2)C 1-Methylazetidin-3-yl 2-(5-(1-(3,5-difluorophenyl)ethoxy)-1H-indazol-3-yl)-4,6-dihydropyrrolo[3,4-d]imidazole-5(1H)-carboxylate